1-Ethyl-naphthalene tert-Butyl-(R)-(5-(4-(difluoromethyl)-6-(3-methoxytetrahydrofuran-3-yl)pyridin-2-yl)-7-methylpyrrolo[1,2-c]pyrimidin-3-yl)carbamate C(C)(C)(C)N(C(O)=O)C1=CC=2N(C=N1)C(=CC2C2=NC(=CC(=C2)C(F)F)[C@]2(COCC2)OC)C.C(C)C2=CC=CC1=CC=CC=C21